ClC1=CC=C(C=C1)[C@H](CC(=O)NC[C@H](CC=1C=C2C=NNC2=CC1)N(C)C)C (S)-3-(4-chlorophenyl)-N-((S)-2-(dimethylamino)-3-(1H-indazol-5-yl)propyl)butanamide